FC(N1N=CC(=C1)C1=C(C=C(C=C1)NC(CC1=C(C=CC=C1)C)=O)S(N)(=O)=O)F N-{4-[1-(difluoromethyl)-1H-pyrazole-4-yl]-3-sulfamoylphenyl}-2-(2-methylphenyl)acetamide